(1R,2R)-N-(8-amino-6-(4-methylpyridine-3-Yl)-2,7-naphthyridin-3-yl)-2-(1-methyl-1H-pyrazol-4-yl)cyclopropane-1-carboxamide NC=1N=C(C=C2C=C(N=CC12)NC(=O)[C@H]1[C@@H](C1)C=1C=NN(C1)C)C=1C=NC=CC1C